N-[(1R)-1-[(4-methoxyphenyl)methyl]-2-[3-(1-methylethyl)-4-oxo-1-phenyl-1,3,8-triazaspiro[4.5]dec-8-yl]-2-oxoethyl]-1H-indole-2-carboxamide COC1=CC=C(C=C1)C[C@H](C(=O)N1CCC2(C(N(CN2C2=CC=CC=C2)C(C)C)=O)CC1)NC(=O)C=1NC2=CC=CC=C2C1